FC1(CCC(CC1)C1=CN(C=2C1=NC=C(C2)C=2C(=NOC2C)C)C2=C(C=C(C(=O)O)C=C2OCC)OCC)F 4-(3-(4,4-difluorocyclohexyl)-6-(3,5-dimethylisoxazol-4-yl)-1H-pyrrolo[3,2-b]pyridin-1-yl)-3,5-diethoxybenzoic acid